BrC1=CC2=C(C=3N(CCC2NC=2C=C4C=CNC4=CC2)N=NC3C)C=C1 9-bromo-N-(1H-indol-5-yl)-1-methyl-6,7-dihydro-5H-benzo[c][1,2,3]triazolo[1,5-a]azepin-7-amine